3-(5-(2,6-dimethylpiperazin-1-yl)-4-fluoro-1-oxoisoindolin-2-yl)piperidine-2,6-dione CC1N(C(CNC1)C)C=1C(=C2CN(C(C2=CC1)=O)C1C(NC(CC1)=O)=O)F